tert-butyl (5-(5-(4,4-difluoropiperidine-1-carbonyl)pyridin-2-yl)furo[2,3-b]pyridin-2-yl)methylcarbamate FC1(CCN(CC1)C(=O)C=1C=CC(=NC1)C=1C=C2C(=NC1)OC(=C2)CNC(OC(C)(C)C)=O)F